N-(3-chloro-4-methyl-phenyl)-N',N'-dimethyl-urea ClC=1C=C(C=CC1C)NC(=O)N(C)C